FC1(CCN(CC1)C(C=O)(C)C)F 2-(4,4-difluoropiperidin-1-yl)-2-methylpropionaldehyde